tert-butyl 2-(2-chloro-N-(2-((5-chloro-2-(1H-tetrazol-1-yl) phenyl) amino)-2-oxoethyl) acetamido)-3-cyclobutylpropionate ClCC(=O)N(CC(=O)NC1=C(C=CC(=C1)Cl)N1N=NN=C1)C(C(=O)OC(C)(C)C)CC1CCC1